ClC1=C(CN(C2C[C@@H]3[C@@H](CN(C3)C(=O)N3N=C(C=C3)NC(C)=O)C2)C)C=CC=C1 N-(1-((3aR,5s,6aS)-5-((2-Chlorobenzyl)(methyl)amino)octahydrocyclopenta[c]pyrrole-2-carbonyl)-1H-pyrazol-3-yl)acetamide